2-methyl-1-(4-methylphenylsulfanyl)-2-morpholinopropan-1-one CC(C(=O)SC1=CC=C(C=C1)C)(C)N1CCOCC1